2-[(2S)-4-[7-(8-chloro-1-naphthyl)-2-[[(2R)-1-methylpyrrolidin-2-yl]methoxy]-6,8-dihydro-5H-pyrido[3,4-d]pyrimidin-4-yl]-1-(2-fluoroprop-2-enoyl)piperazine-2-yl]acetonitrile ClC=1C=CC=C2C=CC=C(C12)N1CC=2N=C(N=C(C2CC1)N1C[C@@H](N(CC1)C(C(=C)F)=O)CC#N)OC[C@@H]1N(CCC1)C